ClC=1C(=NC=CC1)OC(=O)C1CC(=NN1)O (3-chloro-2-pyridyl)-3-hydroxy-4,5-dihydro-1H-pyrazole-5-formate